C[C@@H]1CN(C[C@H]2N1CC=1C=CC(=CC1C2)N2CC1CNCCC1C2=O)C2=C1C=CC=NC1=C(C=C2)C#N 5-[(4R,11aS)-4-methyl-9-(1-oxo-3a,4,5,6,7,7a-hexahydro-3H-pyrrolo[3,4-c]pyridin-2-yl)-1,3,4,6,11,11a-hexahydropyrazino[1,2-b]isoquinolin-2-yl]quinoline-8-carbonitrile